8-(5-(3-((tert-butyldimethylsilyl)oxy)pyrrolidin-1-yl)pyridin-3-yl)-2-cyclobutyl-3H-pyrrolo[2,3-c]isoquinoline [Si](C)(C)(C(C)(C)C)OC1CN(CC1)C=1C=C(C=NC1)C1=CC=2C3=C(N=CC2C=C1)NC(=C3)C3CCC3